tert-butyl [4-(3-hydroxypropyl)piperazin-1-yl]formate OCCCN1CCN(CC1)C(=O)OC(C)(C)C